C(C1=CC=CC=C1)(=O)C1=C(C=CC=C1)C(=O)OO.C(C1=CC=CC=C1)(=O)OOC(C1=CC=CC=C1)=O dibenzoyl peroxide (benzoyl benzenecarboperoxoate)